C1(CC1)CN1C(NC2=C(C1=O)SC(=C2)C)=S 3-(cyclopropylmethyl)-6-methyl-2-thioxo-2,3-dihydrothieno[3,2-d]pyrimidin-4(1H)-one